butanetriol CCCC(O)(O)O